aminoglutamic acid diamide NN[C@@H](CCC(=O)N)C(=O)N